6,7-difluoro-3-(4-hydroxyphenyl)-3-(1-methyl-6-oxo-1,6-dihydropyridin-3-yl)indol-2-one FC1=CC=C2C(C(NC2=C1F)=O)(C1=CN(C(C=C1)=O)C)C1=CC=C(C=C1)O